ClC1=C(C=CC=C1)C=1OC2=C(C(C1)=O)C(=CC(=C2[C@@H]2[C@@H](CN(CC2)C)O)OC(NC(C)C)=O)O propan-2-ylcarbamic acid 2-(2-chlorophenyl)-5-hydroxy-8-[(3S,4R)-3-hydroxy-1-methylpiperidin-4-yl]-4-oxo-4H-1-benzopyran-7-yl ester